triethoxypropyl-vinyl-silane C(C)OC(CC[SiH2]C=C)(OCC)OCC